(R)-2-chloro-5-((1-(2-(5-fluoroisoindolin-2-yl)-3,6-dimethyl-4-oxo-3,4-dihydroquinazolin-8-yl)ethyl)amino)-N-(methylsulfonyl)isonicotinamide ClC=1C=C(C(=O)NS(=O)(=O)C)C(=CN1)N[C@H](C)C=1C=C(C=C2C(N(C(=NC12)N1CC2=CC=C(C=C2C1)F)C)=O)C